3-methylcyclohexa-1,4-diene CC1C=CCC=C1